N-(2-(2,5-dioxo-2,5-dihydro-1H-pyrrol-1-yl)ethyl)-3',7'-bis(dipropylamino)-3-oxo-3H-dispiro[isobenzofuran-1,10'-dibenzo[b,e]siline-5',1''-silinane]-6-carboxamide O=C1N(C(C=C1)=O)CCNC(=O)C1=CC=C2C(OC3(C4=C(C=C(C=C4)N(CCC)CCC)[Si]4(CCCCC4)C4=C3C=CC(=C4)N(CCC)CCC)C2=C1)=O